amino-7-chloro-4b-hydroxy-4-nitro-4b,9b-dihydro-10H-indeno[1,2-b]benzofuran-10-one NC1=C2C(C3C(OC4=C3C=CC(=C4)Cl)(C2=C(C=C1)[N+](=O)[O-])O)=O